11-(3,3-dimethylbutyl)-6-(2,6-dimethylphenyl)-2,2-dioxo-9-oxa-2λ6-thia-3,5,12,19-tetrazatricyclo[12.3.1.14,8]nonadeca-1(18),4(19),5,7,14,16-hexaen-13-one CC(CCC1COC2=CC(=NC(NS(C=3C=CC=C(C(N1)=O)C3)(=O)=O)=N2)C2=C(C=CC=C2C)C)(C)C